propylene glycol mono-caprylate C(CCCCCCC)(=O)O.C(C(C)O)O